N-(3-Aminobenzyl)-7-(pyridin-4-yl)-2,3-dihydrofuro[3,2-c]pyridin-4-amine dihydrochloride Cl.Cl.NC=1C=C(CNC2=NC=C(C3=C2CCO3)C3=CC=NC=C3)C=CC1